NC1CN(CC1)C1=NC=CC2=CC(=CC=C12)NC(C=CC)=O N-(1-(3-aminopyrrolidin-1-yl)isoquinolin-6-yl)but-2-enamide